O1C=NC=C1C1=C(C=C(C=C1)NC(=O)C1COC2=CC=CC=C2C1)C(F)(F)F N-(4-(oxazol-5-yl)-3-(trifluoromethyl)phenyl)chromane-3-carboxamide